1-(4-(3,4-dichlorophenyl)-5-(isopropylsulfanyl)thiazol-2-yl)-3-methyl-4-(pyridin-3-yl)-1H-pyrazole-5-carboxylic acid ClC=1C=C(C=CC1Cl)C=1N=C(SC1SC(C)C)N1N=C(C(=C1C(=O)O)C=1C=NC=CC1)C